N-[(1S)-1-(4,4-difluorocyclohexyl)-2-[[3-fluoro-1-[(1S*)-1-(6-oxo-1H-pyridazin-5-yl)ethyl]pyrazol-4-yl]amino]-2-oxo-ethyl]-4-methyl-1,2,5-oxadiazole-3-carboxamide FC1(CCC(CC1)[C@@H](C(=O)NC=1C(=NN(C1)[C@@H](C)C1=CC=NNC1=O)F)NC(=O)C1=NON=C1C)F |o1:16|